tert-butyl 5-(5-cyanopyridin-2-yl)-2,5-diazabicyclo[4.1.0]heptane-2-carboxylate C(#N)C=1C=CC(=NC1)N1CCN(C2CC12)C(=O)OC(C)(C)C